FC(F)(F)[B-](F)(F)F.C(CCC)N1C=[N+](C=C1)C 1-butyl-3-methylimidazolium trifluoromethyltrifluoroborate